2-(3-((1R,3s)-1-(4-methyl-4H-1,2,4-triazol-3-yl)-3-((S)-methylsulfinyl)cyclobutyl)phenyl)-6-(((1-methylcyclobutyl)amino)methyl)-4-(trifluoromethyl)isoindolin-1-one CN1C(=NN=C1)C1(CC(C1)[S@@](=O)C)C=1C=C(C=CC1)N1C(C2=CC(=CC(=C2C1)C(F)(F)F)CNC1(CCC1)C)=O